N,N-di(2-aminoethyl)-1,2-ethylenediamine NCCN(CCN)CCN